COC(C=O)OC Glyoxal-1,1-dimethylacetal